C12CCC(CC1)C(=O)OCC(COC2=O)(C)C 2,2-dimethyl-1,3-propylene 1,4-cyclohexanedicarboxylate